C(C(=C)C)(=O)OCCC(C(C(C(=O)[O-])(CCOC(C(=C)C)=O)CCOC(C(=C)C)=O)(O)C(=O)[O-])C(=O)[O-] Tri(2-(Methacryloyloxy)ethyl)citrat